4-fluoro-6-hydroxy-2,3-dihydro-1H-inden-1-one FC1=C2CCC(C2=CC(=C1)O)=O